3-(imidazol-1-yl)-5-(morpholin-4-yl)-N-[2-(trifluoromethyl)pyridin-4-yl]benzamide N1(C=NC=C1)C=1C=C(C(=O)NC2=CC(=NC=C2)C(F)(F)F)C=C(C1)N1CCOCC1